10-(2,5-dihydroxynaphthyl)-10H-9-oxa-10-phosphaphenanthrene OC1=C(C2=CC=CC(=C2C=C1)O)P1OC2=CC=CC=C2C=2C=CC=CC12